C(C=C)(=O)N1C[C@H](C[C@@H]1COC)N1N=C(C(=C1NC)C(=O)N)C#CC=1C(=CC2=C(N=C3N2[C@@H](CC3)C)C1)Cl 1-((3S,5R)-1-Acryloyl-5-(methoxymethyl)pyrrolidin-3-yl)-3-(((R)-7-chloro-1-methyl-2,3-dihydro-1H-benzo[d]pyrrolo[1,2-a]imidazol-6-yl)ethynyl)-5-(methylamino)-1H-pyrazole-4-carboxamide